C(O)C(C(C)(C)CO)CO trimethylol(tert-butane)